ClC1=NC=2N(C(=C1)N(C(OC(C)(C)C)=O)C1=CC=C(C=C1)N1CCN(CC1)C)N=CC2C(C)C tert-Butyl 5-chloro-3-iso-propylpyrazolo[1,5-a]pyrimidin-7-yl(4-(4-methylpiperazin-1-yl)phenyl)carbamate